tert-butyl 2-[(furo[2,3-c]pyridine-2-carbonylamino)methyl]-6-azaspiro[2.5]octane-6-carboxylate O1C(=CC=2C1=CN=CC2)C(=O)NCC2CC21CCN(CC1)C(=O)OC(C)(C)C